1,3-bis(t-butylperoxyisopropyl)benzene Sulfur [S].C(C)(C)(C)OOC(C)(C)C1=CC(=CC=C1)C(C)(C)OOC(C)(C)C